C(#N)C=1C=NN2C1C(=CC(=C2)C=2C=NN(C2)C)C2=CC=C(C=C2)C=C(C(=O)N)F (4-(3-cyano-6-(1-methyl-1H-pyrazol-4-yl)pyrazolo[1,5-a]pyridin-4-yl)phenyl)-2-fluoroacrylamide